C1(CC1)CN(C1=CC=CC=C1)C1=CC=C(C=N1)C1CN(C1)C(=O)N1CC(CC1)C(=O)N 1-[3-[6-[N-(Cyclopropylmethyl)anilino]-3-pyridyl]azetidine-1-carbonyl]pyrrolidine-3-carboxamide